BrC=1C=C(\C=C/2\C(CC2)O)C=CC1 (E)-2-(3-bromobenzylidene)cyclobutan-1-ol